N-[5-(3-chlorophenyl)thiazol-2-yl]-8-oxo-6,7-dihydro-5H-indolizine-5-carboxamide ClC=1C=C(C=CC1)C1=CN=C(S1)NC(=O)C1N2C=CC=C2C(CC1)=O